N1(CN(CN(C1)CO)CO)CO 1,3,5-Triazine-1,3,5-trimethanol